1-(thiazol-2-yl)ethanamine hydrochloride Cl.S1C(=NC=C1)C(C)N